Cl.C1(=CC=CC=C1)C=1\C(\CCCC1/C=N/C1=CC=CC=C1)=C\NC1=CC=CC=C1 N-((1E)-2-phenyl-3-((E)-(phenylimino)methyl)cyclohex-2-en-1-ylidene)methylaniline hydrochloride